1-[3-fluoro-5-isobutyl-2-(2H-tetrazol-5-yl)phenyl]-4-[(4-methoxy-3-methyl-2-pyridyl)methyl]piperazine FC=1C(=C(C=C(C1)CC(C)C)N1CCN(CC1)CC1=NC=CC(=C1C)OC)C=1N=NNN1